O-phenylphenol sodium salt [Na].C1(=CC=CC=C1)OC1=CC=CC=C1